ClC=1N=CC2=C(N1)N(C=C2)CC2CCCCC2 2-chloro-7-(cyclohexylmethyl)-7H-pyrrolo[2,3-d]pyrimidine